O=C1NC(CCC1N1C(C2=CC(=C(C=C2C1)CN1CCC(CC1)N1CCN(CC1)C1=NC(=C(C(=O)N)C=C1)C1=CC=C(C=C1)OC1=CC=CC=C1)F)=O)=O 6-(4-(1-((2-(2,6-dioxopiperidin-3-yl)-6-fluoro-1-oxoisoindolin-5-yl)methyl)piperidin-4-yl)piperazin-1-yl)-2-(4-phenoxyphenyl)nicotinamide